6-(Cyclopropanecarboxamido)-4-((7-ethyl-4-oxo-3-(2,2,2-trifluoroethyl)-4,7-dihydro-3H-pyrrolo[2,3-d]pyrimidin-5-yl)amino)nicotinic acid C1(CC1)C(=O)NC1=NC=C(C(=O)O)C(=C1)NC1=CN(C=2N=CN(C(C21)=O)CC(F)(F)F)CC